3-bromo-2-chloropyridin-4-amine BrC=1C(=NC=CC1N)Cl